N-aminopyrrolidone NN1C(CCC1)=O